4,4'-Methylenebis(cyclohexane-1,2-dicarboxylic acid) C(C1CC(C(CC1)C(=O)O)C(=O)O)C1CC(C(CC1)C(=O)O)C(=O)O